ClC1=CC=C(C=C1)C1(C(CN(CC1)CC/C=C\1/OC2=C(CC=3C1=NC=CC3)C=CC=C2C(C)(C)O)(C)C)O 4-(4-chlorophenyl)-1-[(3E)-3-[9-(2-hydroxypropan-2-yl)-5H-[1]benzoxepino[3,4-b]pyridin-11-ylidene]propyl]-3,3-dimethylpiperidin-4-ol